[8-(3,6-dimethyl-9H-carbazol-9-yl)octyl]phosphoric acid CC=1C=CC=2N(C3=CC=C(C=C3C2C1)C)CCCCCCCCOP(O)(O)=O